[2-(4-chlorophenoxy)-1-(4-pyridyl)ethyl]-methyl-amine ClC1=CC=C(OCC(C2=CC=NC=C2)NC)C=C1